ClC=1C=C2C(=CN(C2=CC1)CC1=C(C=CC(=C1)F)F)C(C1C(C(OC1)=O)=C)O 4-((5-Chloro-1-(2,5-difluorobenzyl)-1H-indol-3-yl)(hydroxy)methyl)-3-methylenedihydrofuran-2(3H)-one